N'-[(pyridine-3-carbonyl)oxy]ethanimidamide N1=CC(=CC=C1)C(=O)ON=C(C)N